ethyl 4-(((2-methyl-2H-tetrazol-5-yl) methyl) thio)-3-oxobutanoate CN1N=C(N=N1)CSCC(CC(=O)OCC)=O